C(C)(=O)N1CC2=CC(=CC=C2CC1)C1=CC(=NC2=CC=C(C=C12)CN(C(OC(C)(C)C)=O)C1CCOCC1)C tert-butyl ((4-(2-acetyl-1,2,3,4-tetrahydroisoquinolin-7-yl)-2-methylquinolin-6-yl)methyl)(tetrahydro-2H-pyran-4-yl)carbamate